C(=O)O.COC1=C(C=C(C=N1)N1N=C(C2=C1CCOCC2)OCCN2CCC(CC2)C(C)(C)O)C 2-(1-(2-((1-(6-Methoxy-5-methylpyridin-3-yl)-4,5,7,8-tetrahydro-1H-oxepino[4,5-c]pyrazol-3-yl)oxy)ethyl)piperidin-4-yl)propan-2-ol, Formate salt